C1=CC=CC=2C3=CC=CC=C3N(C12)C=1C=CC=2N(C3=CC=C(C=C3C2C1)N1C2=CC=CC=C2C=2C=CC=CC12)C1=CC=C(C=C1)C1=C(C(=CC(=C1)C=1C=NC=CC1)C1=CC=C(C=C1)N1C2=CC=C(C=C2C=2C=C(C=CC12)N1C2=CC=CC=C2C=2C=CC=CC12)N1C2=CC=CC=C2C=2C=CC=CC12)C#N 4,4''-di(9'H-[9,3':6',9''-tercarbazol]-9'-yl)-5'-(pyridin-3-yl)-[1,1':3',1''-terphenyl]-2'-carbonitrile